C1(CCC1)C1=CC=C(C=C1)C1CN(C1)C(=O)OC(C)(C)C tert-Butyl 3-(4-cyclobutylphenyl)azetidine-1-carboxylate